[Ca+2].FC1=CC=C(C=C1)C1=NC(=NC(=C1C(=C(CCCCC(=O)[O-])O)O)C(C)C)N(S(=O)(=O)C)C.FC1=CC=C(C=C1)C1=NC(=NC(=C1C(=C(CCCCC(=O)[O-])O)O)C(C)C)N(C)S(=O)(=O)C 7-[4-(4-fluorophenyl)-6-isopropyl-2-(N-methyl-N-methylsulfonylamino)-pyrimidin-5-yl]-(3R,5S)-dihydroxy-hept-6-enoic acid calcium salt